O1C(=CC=C1)COCCC=O 3-(FURAN-2-YLMETHOXY)PROPANAL